3-chloro-2-((tetrahydro-2H-pyran-4-yl)amino)pyridine-4-thiol ClC=1C(=NC=CC1S)NC1CCOCC1